C1(CC1)C1=NN(C=N1)C1CC2(CN(C2)C(=O)N2CC(C2)C2=CC(=C(C=C2)OC(F)(F)F)F)C1 (6-(3-cyclopropyl-1H-1,2,4-triazol-1-yl)-2-azaspiro[3.3]heptan-2-yl)(3-(3-fluoro-4-(trifluoromethoxy)phenyl)azetidin-1-yl)methanone